C1(=CC=CC=C1)N(C1=CC=CC=C1)C1=CC=C(C=C1)B1OC(C)(C)C(C)(C)O1 4-(N,N-diphenylamino)phenylboronic acid pinacol ester